ClCC=1OC(=CN1)C1=CC2=CC=CC=C2C=C1 2-(CHLOROMETHYL)-5-(2-NAPHTHYL)-1,3-OXAZOLE